(2S)-2-(4-chloro-2-vinylbenzenesulfonylamino)-3-(6-fluoro-2,3-dimethylphenyl)butanoic acid methyl ester COC([C@H](C(C)C1=C(C(=CC=C1F)C)C)NS(=O)(=O)C1=C(C=C(C=C1)Cl)C=C)=O